BrC1=CC2=C(CN3[C@@H](CO2)CN(CC3)C(=O)OC(C)(C)C)C=C1F tert-butyl (12aR)-9-bromo-8-fluoro-3,4,12,12a-tetrahydro-6H-pyrazino[2,1-c][1,4]benzoxazepine-2(1H)-carboxylate